C1(CC1)C1=CC(=CC=2N=COC21)C(=O)OC methyl 7-cyclopropylbenzo[d]oxazole-5-carboxylate